(S)-benzyl tert-butyl (2-((tert-butyldimethylsilyl) oxy)propane-1,3-diyl)dicarbamate [Si](C)(C)(C(C)(C)C)O[C@@H](CNC(OCC1=CC=CC=C1)=O)CNC(OC(C)(C)C)=O